2-methyl-2-[5-[3-amino-5,5,7-trifluoro-2-oxo-1-[(4-phenoxyphenyl)methyl]-3,4-dihydro-1-benzazepin-8-yl]-1,3,4-oxadiazol-2-yl]propanenitrile CC(C#N)(C)C=1OC(=NN1)C1=CC2=C(C(CC(C(N2CC2=CC=C(C=C2)OC2=CC=CC=C2)=O)N)(F)F)C=C1F